1-{4-[4-(2-hydroxyethoxy)phenyl]-2-methyl-5-[5-(4-methylpiperazin-1-yl)-1H-imidazo[4,5-b]pyridin-2-yl]-1H-pyrrol-3-yl}ethan-1-one OCCOC1=CC=C(C=C1)C=1C(=C(NC1C=1NC=2C(=NC(=CC2)N2CCN(CC2)C)N1)C)C(C)=O